C(C)(C)(C)OC(CCOCCOCCOCCOC1=CC(=CC(=C1)OCCOCCOCCOCCC(=O)OC(C)(C)C)CN)=O.C(C)(=O)C#CC1=CC(=CC2=CC=CC=C12)C(C)=O 2,3-diacetylethynyl-naphthalene tert-butyl-3-[2-(2-{2-[3-(aminomethyl)-5-[2-(2-{2-[3-(tert-butoxy)-3-oxopropoxy]ethoxy}ethoxy)ethoxy]phenoxy]ethoxy}ethoxy)ethoxy]propanoate